CN(C)O[Si](C)(C)C N,N-dimethyl-trimethyl-siloxyamine